N1=CC=C(C=C1)C=1C=NN2CCOC3=C(C12)C=CC(=C3)OCC3=NC1=CC=CC=C1C=N3 1-pyridin-4-yl-8-(quinazolin-2-ylmethoxy)-4,5-dihydro-6-oxa-3,3a-diaza-benzo-azulene